N1[C@H](CCCC1)CCO (R)-2-(piperidin-2-yl)ethan-1-ol